C1(CC1)C1=NC=NC(=C1C1=NC=C2N(C(N(C2=N1)CC1=CC(=C(C(=C1)F)N1N=C(C=C1OC)C(F)(F)F)F)=N)CC(F)(F)F)OC 2-(4-cyclopropyl-6-methoxy-pyrimidin-5-yl)-9-[[3,5-difluoro-4-[5-methoxy-3-(trifluoromethyl)pyrazol-1-yl]phenyl]methyl]-7-(2,2,2-trifluoroethyl)purin-8-imine